bis(4-hydroxyphenyl)-m-xylene OC1=CC=C(C=C1)C1=CC(=C(C=C1C)C)C1=CC=C(C=C1)O